methylenebis(4-tert-octyl-6-benzotriazolyl)phenol C=C1C(C(=C(C=C1)O)C=1C=C(C2=C(NN=N2)C1)C(C)(C)CC(C)(C)C)C=1C=C(C2=C(NN=N2)C1)C(C)(C)CC(C)(C)C